5-(1-((S)-1,1-difluoropropan-2-yl)-1H-benzo[d][1,2,3]triazol-6-yl)-N-((3R,4R)-3-fluoro-1-(oxetan-3-yl)piperidin-4-yl)-4-methoxypyrrolo[2,1-f][1,2,4]triazin-2-amine FC([C@H](C)N1N=NC2=C1C=C(C=C2)C=2C=CN1N=C(N=C(C12)OC)N[C@H]1[C@@H](CN(CC1)C1COC1)F)F